FCCCN1CC(C1)CC1=CC=C(C=C1)C1=C(CCCC2=C1C=CC(=C2)C(=O)O)[C@@H]2CC[C@@H](CC2)C 9-(4-((1-(3-fluoropropyl)azetidin-3-yl)methyl)phenyl)-8-(cis-4-methylcyclohexyl)-6,7-dihydro-5H-benzo[7]annulene-3-carboxylic acid